F[P-](F)(F)(F)(F)F.CN(C)C(=[N+]1N=[N+](C2=NC=CC=C21)[O-])N(C)C 1-[bis-(dimethylamino)methylene]-1H-1,2,3-triazolo[4,5-b]Pyridinium 3-oxide Hexafluorophosphate